4-[2-(ethylamino)ethyl]benzonitrile C(C)NCCC1=CC=C(C#N)C=C1